1-acetyl-N-[(1S)-1-{4-[(4-cyclopropyl-1,5-naphthyridin-3-yl)amino]phenyl}-2,2,2-trifluoroethyl]-N-methylpiperidine-4-carboxamide hydrochloride Cl.C(C)(=O)N1CCC(CC1)C(=O)N(C)[C@H](C(F)(F)F)C1=CC=C(C=C1)NC=1C=NC2=CC=CN=C2C1C1CC1